C(C)(C)(C)OC(=O)N1CC=2N=C(N=C(C2CC1)N1C(CN(CC1)C(=O)OCC1=CC=CC=C1)CC=C)Cl 4-(2-allyl-4-((benzyloxy)carbonyl)piperazin-1-yl)-2-chloro-5,8-dihydropyrido[3,4-d]pyrimidine-7(6H)-carboxylic acid tert-butyl ester